1-({3-[3-methyl-1-(oxan-2-yl)-1H-pyrazol-5-yl]-5-[(3R)-3-methylmorpholin-4-yl]-[1,2]thiazolo[4,5-b]pyridin-7-yl}imino)-1λ^6-thietan-1-one CC1=NN(C(=C1)C1=NSC=2C1=NC(=CC2N=S2(CCC2)=O)N2[C@@H](COCC2)C)C2OCCCC2